(+)-1-phenyl-1-propanol CC[C@H](C1=CC=CC=C1)O